C(CCCC1=CC(=C(C=C1C)O)C(C)(C)C)C1=CC(=C(C=C1C)O)C(C)(C)C 4,4'-butylene-bis[2-t-butyl-5-methylphenol]